2-(benzyloxy)benzaldehyde C(C1=CC=CC=C1)OC1=C(C=O)C=CC=C1